(2S,4S,5R,6R)-methyl 5-amino-6-((1R,2R)-1,2-dihydroxy-3-(4-hydroxy-3,5-dimethylbenzamido)propyl)-4-hydroxy-2-(p-tolylthio)tetrahydro-2H-pyran-2-carboxylate N[C@@H]1[C@H](C[C@@](O[C@H]1[C@@H]([C@@H](CNC(C1=CC(=C(C(=C1)C)O)C)=O)O)O)(C(=O)OC)SC1=CC=C(C=C1)C)O